FC1=CC=C(C=C1)C1=CC2=C(N=N1)N(C=N2)CC 4-fluorophenyl-7-ethyl-7H-imidazo[4,5-c]Pyridazine